C(=O)(OCC1C2=CC=CC=C2C2=CC=CC=C12)C(OC(=O)C(=O)Cl)C1=CC=CC=2C3=CC=CC=C3CC12 Fmocfluorenylmethoxycarbonylcarbonyl chloride